5'-(1-(4-amino-1,3-dihydrofurano[3,4-c][1,7]naphthyridine-8-yl)piperidin-2-yl)-7'-fluoro-1'-methylspiro[cyclopropane-1,3'-indol]-2'-one NC1=NC=2C=NC(=CC2C2=C1COC2)N2C(CCCC2)C=2C=C1C3(C(N(C1=C(C2)F)C)=O)CC3